7-(3-(2-amino-3-chloropyridin-4-yl)-1H-pyrazolo[3,4-b]pyrazin-6-yl)-7-azaspiro[3.5]nonan-1-amine NC1=NC=CC(=C1Cl)C1=NNC2=NC(=CN=C21)N2CCC1(CCC1N)CC2